2-(3,5-dichloro-4-(7-isopropyl-6-oxo-6,7-dihydro-1H-pyrazolo[3,4-b]pyridin-3-yl)phenyl)-3,5-dioxo-2,3,4,5-tetrahydro-1,2,4-triazine-6-carbonitrile ClC=1C=C(C=C(C1C1=NNC=2N(C(C=CC21)=O)C(C)C)Cl)N2N=C(C(NC2=O)=O)C#N